BrC1=NC=CC(=C1)CBr 2-bromo-4-(bromomethyl)pyridine